C(C)S(=O)(=O)C1=CC=C(CNC(C2=CC(=C(C=C2)I)OC)=O)C=C1 N-(4-(ethylsulfonyl)benzyl)-4-iodo-3-methoxybenzamide